OCCN1C=NC(C1)=S 1-(2-hydroxyethyl)-2-imidazolinethione